CC=1N(N=C2C(=NN=C(C21)C)N2CCC(CC2)C(=O)NCCN2CCOCC2)C2=CC=CC=C2 1-(3,4-dimethyl-2-phenyl-2H-pyrazolo[3,4-d]pyridazin-7-yl)-N-(2-morpholinoethyl)piperidine-4-carboxamide